5-(2-chlorobenzoyl)amino-3-(1-isopropyl-1,2,3,6-tetrahydropyridin-4-yl)-1H-indole ClC1=C(C(=O)NC=2C=C3C(=CNC3=CC2)C=2CCN(CC2)C(C)C)C=CC=C1